6-[[6-(1-methyl-1H-pyrazol-4-yl)-1,2,4-triazolo[4,3-b]Pyridazin-3-yl]Thio]Quinoline CN1N=CC(=C1)C=1C=CC=2N(N1)C(=NN2)SC=2C=C1C=CC=NC1=CC2